N-(4-(chlorodifluoromethoxy)phenyl)-2'-oxo-4'-(pyridin-3-yl)spiro[cyclohexane-1,3'-indoline]-6'-carboxamide ClC(OC1=CC=C(C=C1)NC(=O)C1=CC(=C2C3(C(NC2=C1)=O)CCCCC3)C=3C=NC=CC3)(F)F